(2R,4S)-4-((2-methylpyridin-4-yl)methyl)-5-oxopyrrolidine-1,2-dicarboxylic acid CC1=NC=CC(=C1)C[C@H]1C[C@@H](N(C1=O)C(=O)O)C(=O)O